CC1=CC=C(CN2CCC3=CC=CC=C23)C=C1 1-(4-methylbenzyl)-indoline